C1=CC=CC=2C3=CC=CC=C3C(C12)COC(=O)N[C@@H](CCO)C(=O)OC(C)(C)C tert-butyl (((9H-fluoren-9-yl)methoxy)carbonyl)-L-homoserinate